ethyl 6-{1-[5-acetyl-1-(oxan-4-yl)-4H,6H,7H-pyrazolo[4,3-c]pyridin-3-yl]-7-(difluoromethyl)-3,4-dihydro-2H-quinolin-6-yl}pyrazolo[1,5-a]pyrimidine-3-carboxylate C(C)(=O)N1CC2=C(CC1)N(N=C2N2CCCC1=CC(=C(C=C21)C(F)F)C=2C=NC=1N(C2)N=CC1C(=O)OCC)C1CCOCC1